4-amino-N-(4-(benzyloxy)-2-methylphenyl)-2-chlorobenzamide NC1=CC(=C(C(=O)NC2=C(C=C(C=C2)OCC2=CC=CC=C2)C)C=C1)Cl